5,6-Di-methylxanthenone CC1=C2OC=3C=CC=CC3C(C2=CC=C1C)=O